N2-(4-(2,5-dimethyloxazol-4-yl)-2-methoxyphenyl)-6-methyl-N8-((3-methyltetrahydrofuran-3-yl)methyl)pyrido[3,4-d]pyrimidine-2,8-diamine CC=1OC(=C(N1)C1=CC(=C(C=C1)NC=1N=CC2=C(N1)C(=NC(=C2)C)NCC2(COCC2)C)OC)C